1-(6-chloro-m-tolyloxy)-2-propanol ClC1=CC=C(C=C1C)OCC(C)O